NC1=NC=2C(=CC=CC2C=2N1C=C(N2)C(=O)N2CC(CCC2)OC)OC (5-amino-7-methoxyimidazo[1,2-c]quinazolin-2-yl)(3-methoxypiperidin-1-yl)methanone